3-(tert-butoxy-carbonyl-amino)propanoic acid C(C)(C)(C)OC(=O)NCCC(=O)O